N-(3,5-dihydroxybenzoyl)4-carboxymethyl-2,5-dihydroxybenzamide OC=1C=C(C(=O)NC(C2=C(C=C(C(=C2)O)CC(=O)O)O)=O)C=C(C1)O